BrC1=CC=C(C=C1)/C=C/C(=O)N1CCN(C2(CC2)C1)C(C1=CN=C(C=C1)OC)=O (E)-3-(4-bromophenyl)-1-(4-(6-methoxynicotinoyl)-4,7-diazaspiro[2.5]octan-7-yl)prop-2-en-1-one